tert-butyl (2S,5S)-5-(((tert-butyldiphenylsilyl)oxy)methyl)-2-(hydroxymethyl)morpholine-4-carboxylate [Si](C1=CC=CC=C1)(C1=CC=CC=C1)(C(C)(C)C)OC[C@@H]1CO[C@@H](CN1C(=O)OC(C)(C)C)CO